NCCCN(CCC[NH3+])/[N+](=N/[O-])/[O-] (Z)-1-[N-(3-aminopropyl)-N-(3-ammoniopropyl)amino]diazen-1-ium-1,2-diolate